C(C)(=O)NNC1=CC=CC=C1 acetamidoaniline